((1H-indazol-5-yl)ethynyl)-N-((5-fluoropyridin-2-yl)methyl)-N-methyl-[2,4'-bipyrimidin]-2'-amine N1N=CC2=CC(=CC=C12)C#CC1=NC(=NC=C1)C1=NC(=NC=C1)N(C)CC1=NC=C(C=C1)F